3-(pyrrolidin-3-ylamino)propionic acid ethyl ester C(C)OC(CCNC1CNCC1)=O